N1=CC=CC=C1.CC1=CC=C(C=C1)S(=O)(=O)O 4-methyl-benzenesulfonic acid pyridine salt